NC1=C(C(=NC=N1)OC[C@@H]1CN(CC1)C(C=C)=O)C1=CC=C(C=C1)OC1=CC=CC=C1 (S)-1-(3-(((6-amino-5-(4-phenoxyphenyl)pyrimidin-4-yl)oxy)methyl)pyrrolidin-1-yl)prop-2-en-1-one